N#CN.[Cu+] copper(I) cyanamide